4-(4-Chloro-6-((3S,5S)-3,5-dimethylmorpholino)picolinamido)-2-methylbenzoic acid ClC1=CC(=NC(=C1)N1[C@H](COC[C@@H]1C)C)C(=O)NC1=CC(=C(C(=O)O)C=C1)C